2-((9-(2-((4-((2-((tert-butoxycarbonyl)amino)phenyl)carbamoyl)phenyl)amino)-2-oxoethoxy)nonyl)oxy)acetic acid C(C)(C)(C)OC(=O)NC1=C(C=CC=C1)NC(=O)C1=CC=C(C=C1)NC(COCCCCCCCCCOCC(=O)O)=O